methyl (R)-6-chloro-3-((1-(2-(2-cyanopropan-2-yl)-3,6-dimethyl-4-oxo-3,4-dihydroquinazolin-8-yl)ethyl)amino)picolinate ClC1=CC=C(C(=N1)C(=O)OC)N[C@H](C)C=1C=C(C=C2C(N(C(=NC12)C(C)(C)C#N)C)=O)C